CN(CCN(C(C1=CC=C(C=C1)C1=NC=C2N1C=C(N=C2)C2=CC=CC=C2)=O)C)C N-(2-(dimethylamino)ethyl)-N-methyl-4-(6-phenylimidazo[1,5-a]pyrazin-3-yl)benzamide